C1(CCCCC(=O)OCCCCCCO1)=O ethylene-1,4-butylene adipate